FC(C=1C(=C(C=CC1)[C@@H](C)NC1=C(C(=NC(=N1)C)C(C(=O)OCC)C(=O)OCC)C1OCCO1)F)F diethyl 2-[6-[[(1R)-1-[3-(difluoromethyl)-2-fluoro-phenyl]ethyl]amino]-5-(1,3-dioxolan-2-yl)-2-methyl-pyrimidin-4-yl]propanedioate